CS(=O)(=O)C1=NC=CC=N1 (methylsulfonyl)pyrimidin